8-bromo-7-methoxy-4-methyl-3,4-dihydrobenzo[f][1,4]oxazepin-5(2H)-one BrC1=CC2=C(C(N(CCO2)C)=O)C=C1OC